(2-pyridyldithio)-propionamide N1=C(C=CC=C1)SSC(C(=O)N)C